3-((6-(1-Methyl-1H-pyrazol-5-yl)-1-oxoisoquinolin-2(1H)-yl)methyl)-N-((1-methylpiperidin-4-yl)methyl)benzamide CN1N=CC=C1C=1C=C2C=CN(C(C2=CC1)=O)CC=1C=C(C(=O)NCC2CCN(CC2)C)C=CC1